1-cyclopropyl-3-methyl-4-(4,4,5,5-tetramethyl-1,3,2-dioxaborolan-2-yl)pyrazole C1(CC1)N1N=C(C(=C1)B1OC(C(O1)(C)C)(C)C)C